ClC=1C(=NN2C1C(NC1=CC=CC=C21)=O)C 3-chloro-2-methylpyrazolo[1,5-a]quinoxalin-4(5H)-one